Benzyl (3R,5S)-3-(aminomethyl)-4,4-difluoro-5-methyl-piperidine-1-carboxylate NC[C@@H]1CN(C[C@@H](C1(F)F)C)C(=O)OCC1=CC=CC=C1